4-(4-chloro-5-((5-((3-fluorophenyl)ethynyl)-3-methylpyridin-2-yl)carbamoyl)-1H-pyrazol-1-yl)-N-ethylpiperidine-1-carboxamide ClC=1C=NN(C1C(NC1=NC=C(C=C1C)C#CC1=CC(=CC=C1)F)=O)C1CCN(CC1)C(=O)NCC